tert-butyl-(S)-(1-((4,5,6,7-tetrahydropyrazolo[1,5-a]pyrazin-2-yl-3-d) methoxy) propan-2-yl) carbamate C(N)(O[C@H](COCC1=NN2C(CNCC2)=C1[2H])CC(C)(C)C)=O